C(C=C)(=O)N1CC(C1)CN1C(C(=NC2=CC(=C(C=C12)Cl)C1=CC(=CC2=CC=CC=C12)O)N1CC(C1)N(C)C)=O 1-((1-propenoylazetidin-3-yl)methyl)-7-chloro-3-(3-(dimethylamino)azetidin-1-yl)-6-(3-hydroxynaphthalen-1-yl)quinoxalin-2(1H)-one